P(OCC(CCCC)CC)(OCC(CCCC)CC)[O-] bis-(2-ethylhexyl) phosphite